ClC1=C(C(=O)N2C[C@H](CC2)ON2C(C3=CC=CC=C3C2=O)=O)C=CC(=C1OCC1=CC=C(C=C1)OC)OCC1=CC=C(C=C1)OC 2-[(3S)-1-[2-chloro-3,4-bis[(4-methoxyphenyl)methoxy]benzoyl]pyrrolidin-3-yl]oxyisoindoline-1,3-dione